(E)-2-fluoro-4-((hydroxyimino)methyl)benzonitrile FC1=C(C#N)C=CC(=C1)/C=N/O